(S)-N-methyl-5-(((2-nitro-6,7-dihydro-5H-imidazo[2,1-b][1,3]oxazin-6-yl)oxy)methyl)-N-(3-(trifluoromethoxy)phenyl)pyrimidin-2-amine CN(C1=NC=C(C=N1)CO[C@H]1CN2C(OC1)=NC(=C2)[N+](=O)[O-])C2=CC(=CC=C2)OC(F)(F)F